CC1=CC=CC(=N1)C1=NC2=C(N1C=1C=CC=3N(C1)C(=CN3)C(=O)N3CCOCC3)CCC2 (6-(2-(6-methylpyridin-2-yl)-5,6-dihydro-cyclopenta[d]imidazol-1(4H)-yl)imidazo[1,2-a]pyridin-3-yl)(morpholinyl)methanone